1-(4-vinyl-phenoxy)benzocyclobutene C(=C)C1=CC=C(OC2CC=3C2=CC=CC3)C=C1